C(C1=CC=NC=C1)N[C@@H](CC(C)C)C(=O)N isonicotinyl-leucine amide